FC(C(=O)O)(F)F.C12NCC(CC1)(CC2)C(=O)N2[C@H](C1=C(C=C(C=C1CC2)Cl)Cl)C (S)-(2-azabicyclo[2.2.2]octan-4-yl)(6,8-dichloro-1-methyl-3,4-dihydroisoquinolin-2(1H)-yl)methanone trifluoroacetic acid salt